3-[[4-[2-hydroxy-4-(trifluoromethyl)phenyl]-7-methyl-phthalazin-1-yl]amino]propane-1,2-diol OC1=C(C=CC(=C1)C(F)(F)F)C1=NN=C(C2=CC(=CC=C12)C)NCC(CO)O